ClC=1C=C(OC2C(C(C2(C)C)NC(=O)C=2N=NC(=CC2)N2CCN(CC2)CC2=C(C=CC=C2)C2C(NC(CC2)=O)=O)(C)C)C=CC1C#N N-((1r,3r)-3-(3-chloro-4-cyanophenoxy)-2,2,4,4-tetramethylcyclobutyl)-6-(4-(2-(2,6-dioxopiperidin-3-yl)benzyl)piperazin-1-yl)pyridazine-3-carboxamide